butyl-8-azaspiro[4.5]decane-7,9-dione C(CCC)C1CCCC12CC(NC(C2)=O)=O